2-(8-bromo-1-naphthyl)ethynyl-triisopropyl-silane BrC=1C=CC=C2C=CC=C(C12)C#C[Si](C(C)C)(C(C)C)C(C)C